(3R,4S)-tert-butyl 4-hydroxy-3-(4-(methoxycarbonyl)phenyl)piperidine-1-carboxylate O[C@@H]1[C@@H](CN(CC1)C(=O)OC(C)(C)C)C1=CC=C(C=C1)C(=O)OC